C(=O)(O)CCCC=1N(C2=CC(=C(C=C2C1I)C(=O)O)O)C 2-(3-carboxypropyl)-6-hydroxy-3-iodo-1-methyl-1H-indole-5-carboxylic acid